NC=1C2=C(N=CN1)N(C(=C2Br)C2=C(C=C(C=C2)NC(C(=C)C)=O)F)C N-(4-(4-amino-5-bromo-7-methyl-7H-pyrrolo[2,3-d]pyrimidin-6-yl)-3-fluorophenyl)methacrylamide